C1(CCCCC1)P(OC1CCCCC1)(OCC(F)(F)F)=O cyclohexyl (2,2,2-trifluoroethyl) cyclohexylphosphonate